FC1(CN(CCC1N1C(N(C=2C=NC=3C=CC(=CC3C21)C=2C=NC=CC2)C)=O)C)F 1-(3,3-difluoro-1-methylpiperidin-4-yl)-3-methyl-8-(pyridin-3-yl)-1,3-dihydro-2H-imidazo[4,5-c]quinolin-2-one